FC=1C=C(C=CC1F)NC(N(C1COCC=2NC(C3=C(C21)COCC3)=O)C)=O 3-(3,4-difluorophenyl)-1-methyl-1-(5-oxo-4,5,6,7,9,10-hexahydro-1H,3H-dipyrano[3,4-b:3',4'-d]pyridin-10-yl)urea